FC1(CC(N(C1)C(=O)C=1N([C@@H](SC1)C(=O)O)C1CC(C1)(C)O)C)F (S)-4-(4,4-difluoro-2-methylpyrrolidine-1-carbonyl)-N-(3-hydroxy-3-methylcyclobutyl)thiazole-2-carboxylic acid